N'-(4-(2-bromobenzyl)-2,5-dimethylphenyl)-N-ethyl-N-methylformimidamide BrC1=C(CC2=CC(=C(C=C2C)N=CN(C)CC)C)C=CC=C1